Dibenzyl chloromethyl phosphate P(=O)(OCC1=CC=CC=C1)(OCC1=CC=CC=C1)OCCl